4-[2-(4-chloro-3-fluorophenoxy)acetamido]-2-hydroxy-N-{2-[4-(trifluoromethyl)phenyl]ethyl}bicyclo[2.2.2]octane-1-carboxamide ClC1=C(C=C(OCC(=O)NC23CC(C(CC2)(CC3)C(=O)NCCC3=CC=C(C=C3)C(F)(F)F)O)C=C1)F